C(C)OC(=O)C1=CNC=CC=C1 Azepine-3-carboxylic acid ethyl ester